C(CCCCC)[Si](C=1C=C(C2=C(OC([C@H]3[C@H]2CC(=CC3)CO)(C)C)C1)O)(C)C (6aR,10aR)-3-(hexyldimethylsilyl)-9-hydroxymethyl-6,6-dimethyl-6a,7,10,10a-tetrahydro-6H-dibenzo[b,d]pyran-1-ol